(2-(1-(2-(6-bromopyridin-3-yl)-2-oxoethyl)-3,3-difluoro-cyclobutyl)ethyl)carbamic acid tert-butyl ester C(C)(C)(C)OC(NCCC1(CC(C1)(F)F)CC(=O)C=1C=NC(=CC1)Br)=O